FC1=CC=C(C=C1)N1C[C@@]2(CN(C[C@@]2(C1)C)C1=CC(N(C=2C=CC(=NC12)C#N)C)=O)C 8-[(3as,6ar)-2-(4-fluorophenyl)-3a,6a-dimethyl-1,3,4,6-tetrahydropyrrolo[3,4-c]pyrrol-5-yl]-5-methyl-6-oxo-1,5-naphthyridine-2-carbonitrile